3,5-dichlorocatechol ClC1=C(C(O)=CC(=C1)Cl)O